4-(hydroxymethyl)-4-(trifluoromethyl)cyclohexane-1-one oxime OCC1(CCC(CC1)=NO)C(F)(F)F